C(CC)NC(=O)OC1CC(C1)C(=O)OC methyl (1s,3s)-3-((propylcarbamoyl)oxy)cyclobutane-1-carboxylate